C[C@H]1OC(C(=C[C@H]1NC(OC(C)(C)C)=O)C)=O tert-Butyl ((2R,3R)-2,5-dimethyl-6-oxo-3,6-dihydro-2H-pyran-3-yl)carbamate